C(C1=CC=CC=C1)C=1NC(=NN1)C(=O)N[C@@H]1C(N(C2=C(O[C@@H]1C)C=C(C=N2)S(=O)(=O)C)C)=O 5-benzyl-N-((2R,3S)-2,5-dimethyl-8-(methylsulfonyl)-4-oxo-2,3,4,5-tetrahydropyrido[3,2-b][1,4]oxazepin-3-yl)-4H-1,2,4-triazole-3-carboxamide